C(C)(C)(C)OC(=O)N1CC2=C(C=CC=C2CC1)N(C)C1CN(C1)C(C)=O t-butyl-8-((1-acetylazetidin-3-yl)(methyl)amino)-3,4-dihydroisoquinoline-2(1H)-carboxylate